[Al].[Mg].[Cu] copper-magnesium aluminum